NCCC=1NC2=CC=CC=C2C1 aminoethyl-indol